1-(3-chloropyridin-2-yl)-7-cyclopropylquinazolin-2,4(1H,3H)-dione ClC=1C(=NC=CC1)N1C(NC(C2=CC=C(C=C12)C1CC1)=O)=O